N[C@H]1[C@@H](C(N[C@@H]1C1=CC=CC=C1)=O)CC1CC1 |r| rac-(3s,4s,5r)-4-amino-3-(cyclopropylmethyl)-5-phenylpyrrolidin-2-one